7-amino-4-octenoic acid NC(CC=CCCC(=O)O)C